FC1(CCC(CC1)NC(=O)C1CCN(CC1)C(=O)C1=NNC(=C1)C1=CC=NC=C1)F N-(4,4-difluorocyclohexyl)-1-[5-(pyridin-4-yl)-1H-pyrazole-3-carbonyl]piperidine-4-carboxamide